[O-]I(=O)(=O)=O.[Na+] The molecule is an inorganic sodium salt having periodate as the counterion. It has a role as an oxidising agent. It contains a periodate.